N[C@H](C(=O)N1[C@@H](C[C@@H](C1)O)C(=O)NCC1=CC=C(C=C1)C1=C(N=CS1)C)C(C)(SC(C1=CC=CC=C1)(C1=CC=CC=C1)C1=CC=CC=C1)C (2S,4S)-1-((R)-2-amino-3-methyl-3-(tritylthio)butanoyl)-4-hydroxy-N-(4-(4-methylthiazol-5-yl)benzyl)pyrrolidine-2-carboxamide